[IH]1[IH]CC=C1 1,2-diiodol